O=C(CN1C[C@H](CC1)NC1=C2C=CC=NC2=C(C=C1)C#N)N1[C@@H](C[C@@H](C1)F)C#N 5-[[(3S)-1-[2-Oxo-2-[(2S,4S)-2-cyano-4-fluoro-pyrrolidin-1-yl]ethyl]pyrrolidin-3-yl]amino]chinolin-8-carbonitril